tetradecyltrimethylammonium bromide [Br-].C(CCCCCCCCCCCCC)[N+](C)(C)C